N1(CCNCC1)C1=CC2=C(C=N1)OC1=CC(=CC=C1C2=O)C2=NN=NN2 3-(piperazin-1-yl)-8-(1H-tetrazol-5-yl)-5H-chromeno[2,3-c]pyridin-5-one